NN1C=NC(=C2N3C(N=C12)N(C(N3C)=O)CCN3CC=1C=C(C=NC1CC3)C)C=3SC=CN3 5-Amino-1-methyl-3-[2-(3-methyl-7,8-dihydro-5H-1,6-naphthyridin-6-yl)ethyl]-8-thiazol-2-yl-[1,2,4]triazolo[5,1-f]purin-2-one